C(C)(C)(C)OC(=O)N1CC(C1)[C@H]1CNCCC1 (S)-3-(piperidin-3-yl)azetidine-1-carboxylic acid tert-butyl ester